2-((2-cyclopropyl-7-methyl-5-(6-(1-methylazetidine-3-carbonyl)-2,6-diazaspiro[3.3]heptan-2-yl)pyrazolo[1,5-a]pyridin-3-yl)(methyl)amino)-4-(4-fluorophenyl)thiazole-5-carbonitrile C1(CC1)C1=NN2C(C=C(C=C2C)N2CC3(C2)CN(C3)C(=O)C3CN(C3)C)=C1N(C=1SC(=C(N1)C1=CC=C(C=C1)F)C#N)C